2-(4-butylphenyl)isoindol-1-one C(CCC)C1=CC=C(C=C1)N1C(C2=CC=CC=C2C1)=O